2-[[4-[4-methyl-1-piperazinyl]-6-[[N-[(3,4,5-trimethoxyphenyl)methyl]]-N-(methyl)amino]-2-pyrimidinyl]amino]-4-isopropyl-5-thiazolecarboxylic acid ethyl ester C(C)OC(=O)C1=C(N=C(S1)NC1=NC(=CC(=N1)N1CCN(CC1)C)N(C)CC1=CC(=C(C(=C1)OC)OC)OC)C(C)C